2-[4-[(E)-3-(2,4-Dihydroxyphenyl)-3-oxoprop-1-enyl]phenoxy]-2-methylpropanoic acid OC1=C(C=CC(=C1)O)C(/C=C/C1=CC=C(OC(C(=O)O)(C)C)C=C1)=O